FC(S(=O)(=O)[O-])(F)F.C(C)(C)(C)C=1C=C(C=C(C1)C(C)(C)C)[I+]C1=C(C=C(C=C1C)C)C (3,5-di-tert-butylphenyl)(mesityl)iodonium trifluoromethanesulfonate